(3S)-N-[5-(2,6-dichlorophenyl)-1H-indazol-3-yl]piperidine-3-carboxamide hydrochloride Cl.ClC1=C(C(=CC=C1)Cl)C=1C=C2C(=NNC2=CC1)NC(=O)[C@@H]1CNCCC1